s-2-chloroglutaric acid C(CC(=O)O)[C@@H](C(=O)O)Cl